(S)-3-((3-methyl-5-(trifluoromethyl)benzyl)amino)-4-oxo-4,6,7,8-tetrahydropyrrolo[1,2-a]pyrimidine-6-carboxylic acid CC=1C=C(CNC2=CN=C3N(C2=O)[C@@H](CC3)C(=O)O)C=C(C1)C(F)(F)F